2-((4-chlorobenzyl)thio)-4-methylbenzo[d]oxazole ClC1=CC=C(CSC=2OC3=C(N2)C(=CC=C3)C)C=C1